CC(C(=O)[O-])CCCC 2-methylhexanate